C(C)(=O)C=1C=C2N(C(=NN(C2=O)CC(=O)NC2=NC=NC=C2)C(C)C)C1 2-(7-acetyl-4-isopropyl-1-oxopyrrolo[1,2-d][1,2,4]triazin-2(1H)-yl)-N-(pyrimidin-4-yl)acetamide